7-[9-[(4,4,5,5,5-pentafluoropentyl)sulfinyl]nonyl]-estra-1,3,5(10)-trien-3,17-diol FC(CCCS(=O)CCCCCCCCCC1[C@H]2[C@@H]3CCC([C@@]3(C)CC[C@@H]2C=2C=CC(=CC2C1)O)O)(C(F)(F)F)F